(3-cyclopropyl)benzene C1CC1C1=CC=CC=C1